C1(CCC1)CS(=O)(=O)C=1C=C(C(=O)N2CC3(C4=CC(=CC=C24)NS(=O)(=O)C)CCC2(CC3)CC2)C=CC1 N-(1''-(3-((cyclobutylmethyl)sulfonyl)benzoyl)dispiro[cyclopropane-1,1'-cyclohexane-4',3''-indolin]-5''-yl)methanesulfonamide